CN1C(N(C2=C1C(=CC=C2)CCCCCCOC2CCNCC2)C2C(NC(CC2)=O)=O)=O 3-[3-methyl-2-oxo-4-[6-(4-piperidyloxy)hexyl]benzimidazol-1-yl]piperidine-2,6-dione